N1(CCCC2=CC=CC=C12)CCOCCOCC=1N=C(OC1)N(CC1=CC(=CC=C1)OC)CC1=CC(=CC=C1)OC 4-((2-(2-(3,4-dihydroquinolin-1(2H)-yl)ethoxy)ethoxy)methyl)-N,N-bis(3-methoxybenzyl)oxazol-2-amine